neoundecanoic acid C(CCCCCCC(C)(C)C)(=O)O